COC1=CC=C(CN(S(=O)(=O)C2=C3C=NN(C3=CC(=C2)NC(CC2=C(C=CC=C2)Cl)=O)CCO)CC2=CC=C(C=C2)OC)C=C1 N-(4-(N,N-bis(4-methoxybenzyl)sulfamoyl)-1-(2-hydroxyethyl)-1H-indazol-6-yl)-2-(2-chlorophenyl)acetamide